(S)-N-(1-hydroxypropan-2-yl)-5-(piperazin-1-yl)picolinamide OC[C@H](C)NC(C1=NC=C(C=C1)N1CCNCC1)=O